CC1=C(COCCN)C=CC(=C1)C 2-(2,4-dimethylbenzyloxy)ethylamine